3-(decyloxycarbonyl)-adamantane-1-carboxylic acid C(CCCCCCCCC)OC(=O)C12CC3(CC(CC(C1)C3)C2)C(=O)O